CN1CCN(CC1)C1=CC=C(C=C1)NC(=O)C=1N=CNC1 N-[4-(4-methylpiperazin-1-yl)phenyl]-1H-imidazole-4-carboxamide